8,2,4-trimethyl-1,2-dihydroquinoline CC=1C=CC=C2C(=CC(NC12)C)C